FC=1C=C(N(C2=CC(=CC=C2)F)C(CC2(CCN(CC2)C(=O)N2CCC3=CC=CC=C23)C(=O)O)=O)C=CC1 4-[2-(3-fluoro-N-(3-fluorophenyl)anilino)-2-oxo-ethyl]-1-(indoline-1-carbonyl)piperidine-4-carboxylic acid